2-(1,5-dimethyl-3-phenyl-1H-pyrrol-2-yl)-N-(3-(5-fluoropyrimidin-2-yl)-6,6-dioxido-1,2,3,4,4a,5-hexahydrobenzo[b]pyrazino[1,2-d][1,4]thiazin-8-yl)-2-oxoacetamide CN1C(=C(C=C1C)C1=CC=CC=C1)C(C(=O)NC=1C=CC2=C(S(CC3N2CCN(C3)C3=NC=C(C=N3)F)(=O)=O)C1)=O